N2-(2-((2S,6R)-2,6-dimethylmorpholino)quinolin-6-yl)spiro[3.3]heptane-2,6-diamine C[C@@H]1O[C@@H](CN(C1)C1=NC2=CC=C(C=C2C=C1)NC1CC2(C1)CC(C2)N)C